d-glyceraldehyde 3-phosphate P(=O)(O)(O)OC[C@H](C=O)O